C1=C(C=CC=2C3=CC=CC=C3C=CC12)C1=CC=C(C=C1)C=1C=NC(=NC1)C1=CC=C(C=C1)C=1C2=CC=CC=C2C=2C=CC=CC2C1 5-{4-(phenanthrene-2-yl)phenyl}-2-{4-(Phenanthrene-9-yl)phenyl}pyrimidine